CC1=C(C(=CC(=C1C)OC)C)S(=O)(=O)N 2,3,6-trimethyl-4-methoxybenzenesulfonamide